(E)-3-(3-(3,5-bis(trifluoromethyl)phenyl)-1H-1,2,4-triazol-1-yl)-2-(6-methoxypyridin-3-yl)acrylamide FC(C=1C=C(C=C(C1)C(F)(F)F)C1=NN(C=N1)/C=C(/C(=O)N)\C=1C=NC(=CC1)OC)(F)F